C(C)S(=O)(=O)NC1=CC(=C(OC=2C=C(OCCOCCOCCOC3CCN(CC3)C(=O)OC(C)(C)C)C=CC2)C=C1)C=1C2=C(C(N(C1)C)=O)NC=C2 tert-butyl 4-[2-[2-[2-[3-[4-(ethylsulfonylamino)-2-(6-methyl-7-oxo-1H-pyrrolo[2,3-c]pyridin-4-yl)phenoxy]phenoxy]ethoxy]ethoxy]ethoxy]piperidine-1-carboxylate